6-(2-methylimidazo[1,2-a]pyridin-7-yl)-5-[1-(4,4,4-trifluoro-3-hydroxybutyl)-1H-pyrazol-4-yl]pyridine-2-carbonitrile CC=1N=C2N(C=CC(=C2)C2=C(C=CC(=N2)C#N)C=2C=NN(C2)CCC(C(F)(F)F)O)C1